(3S)-(3R)-benzyl-1-methylpiperazine C(C1=CC=CC=C1)C1N(CCNC1)C